FC(C1=NN=C(O1)C=1C=CC(=NC1)CN(S(=O)(=O)N1CCSCC1)C1=CC(=CC=C1)OC)F N-[[5-[5-(difluoromethyl)-1,3,4-oxadiazol-2-yl]-2-pyridyl]methyl]-N-(3-methoxyphenyl)thiomorpholin-4-sulfonamide